COC(CNC1=CC2=C(OCO2)C=C1)=O benzo[d][1,3]dioxol-5-ylglycine methyl ester